C(C)(C)C1=C(C=CC=C1)C1=NC=C2N(C(N(C2=N1)CC1=CC=C(C=C1)NC(=O)NCCOC)=O)C 1-(4-((2-(2-isopropylphenyl)-7-methyl-8-oxo-7,8-dihydro-9H-purin-9-yl)methyl)phenyl)-3-(2-methoxyethyl)urea